C(=C)C(C1=CC=CC=C1)NCCC[Si](OCCCN)(OC)C N-(vinylbenzyl)-2-aminoethyl-3-aminopropyl-methyl-dimethoxysilane